COC(=O)C=1C=C2NCCN(C2=CC1)C(C(=CC1=CC=C(C=C1)OC)C#N)=O.BrCCCCCCOC1OCCCC1 2-[(6-bromohexyl)oxy]oxane methyl-1-[2-cyano-3-(4-methoxyphenyl)-1-oxoprop-2-enyl]-1,2,3,4-tetrahydroquinoxaline-6-carboxylate